C(#N)C1CC2(C1)CC(N(CC2)CC2=C1C=CNC1=C(C=C2OC)C)C2=CC=C(C(=O)N[C@H](C)C(=O)O)C=C2 (4-(2-cyano-7-((5-methoxy-7-methyl-1H-indol-4-yl)methyl)-7-azaspiro[3.5]nonan-6-yl)benzoyl)-D-alanine